[C+2]=O.[Ag+] silver(I) carbon monoxide